FC(C1=CC=C(C=C1)N1N=NC(=C1COC1=CC=CC=N1)CO)F 6-((1-(4-(difluoromethyl)phenyl)-4-(hydroxymethyl)-1H-1,2,3-triazol-5-yl)methoxy)pyridine